NC1=C(C(=C(C=C1OC1CC1)N1CCC(CC1)N1CCN(CC1)C(=O)[O-])C=1C=NN(C1)C)C(C)(C)C 4-(1-(4-amino tert-Butyl-5-cyclopropyloxy-2-(1-methyl-1H-pyrazol-4-yl)phenyl)piperidin-4-yl)piperazine-1-carboxylate